4-(4-Fluoro-3-(2-oxoindolin-1-yl)benzyl)phthalazin-1(2H)-one FC1=C(C=C(CC2=NNC(C3=CC=CC=C23)=O)C=C1)N1C(CC2=CC=CC=C12)=O